C(C1=CC=CC=C1)C=1N(C=2C(=C3CC[C@@H](NC3=CC2)C)N1)C[C@H]1NCCCC1 (7S)-2-Benzyl-7-methyl-3-{[(2S)-piperidin-2-yl]methyl}-3H,6H,7H,8H,9H-imidazo[4,5-f]chinolin